N-(7-(difluoromethoxy)-1-(oxiran-3-yl)-1H-indazol-3-yl)-4-fluorobenzamide FC(OC=1C=CC=C2C(=NN(C12)C1CO1)NC(C1=CC=C(C=C1)F)=O)F